CC(C[Pd-](CC(=C)C)Cl)=C bis(2-methylallyl)palladium(II) chloride